C(C)N(CC)CC.CN(CC(CS(=O)(=O)O)(C)C)C 3-(Dimethylamino)-2,2-dimethylpropane-1-sulfonic acid triethylamine salt